ClC1=C(C(=CC=C1Cl)O)C1NC(N(CC1)C1CNCC1)=O 4-(2,3-dichloro-6-hydroxyphenyl)-1-[pyrrolidin-3-yl]-tetrahydropyrimidin-2(1H)-one